rac-N-[(2-aminoquinolin-7-yl)methyl]-N-(3-hydroxy-2,3-dihydro-1H-inden-4-yl)pyridine-3-carboxamide NC1=NC2=CC(=CC=C2C=C1)CN(C(=O)C=1C=NC=CC1)C1=C2[C@@H](CCC2=CC=C1)O |r|